FC(OC1CNC1)(F)F 3-(trifluoromethoxy)azetidine